dimeglumine hydrochloride Cl.N(C)C[C@H](O)[C@@H](O)[C@H](O)[C@H](O)CO.N(C)C[C@H](O)[C@@H](O)[C@H](O)[C@H](O)CO